3-(di-p-tolylmethylene)-2-methylisoindolin-1-one C1(=CC=C(C=C1)C(=C1N(C(C2=CC=CC=C12)=O)C)C1=CC=C(C=C1)C)C